N[C@H]1C[C@@H]([C@@H](CC1)NC1=NC=C2C(=N1)N(C(N(C2)C2=CC(=C(C=C2)NS(=O)(=O)CC2=CC=C(C=C2)F)F)=O)C(C)C)F N-(4-(7-(((1r,2s,4r)-4-amino-2-fluorocyclohexyl)amino)-1-isopropyl-2-oxo-1,4-dihydropyrimido[4,5-d]pyrimidin-3(2H)-yl)-2-fluorophenyl)-1-(4-fluorophenyl)methanesulfonamide